2-[3-bromo-1-(3-chloro-2-pyridyl)-1H-pyrazol-5-yl]-6-cyano-8-methyl-4H-3,1-benzoxazin-4-one BrC1=NN(C(=C1)C1=NC2=C(C(O1)=O)C=C(C=C2C)C#N)C2=NC=CC=C2Cl